BrC(OC=1C=NC(=NC1)N[C@@H]1C[C@H](CC1)NC1=NC=CC=C1N1CC2=NC=CC=C2C1=O)(F)F 6-(((1S,3S)-3-((5-(bromodifluoromethoxy)pyrimidin-2-yl)amino)cyclopentylamino)pyridin-3-yl)-6,7-dihydro-5H-pyrrolo[3,4-b]pyridin-5-one